6-[2-[[4-[5-(Difluoromethyl)-1,3,4-oxadiazol-2-yl]-2-fluorophenyl]methyl]tetrazol-5-yl]thieno[2,3-d]pyrimidin-4-amine FC(C1=NN=C(O1)C1=CC(=C(C=C1)CN1N=C(N=N1)C1=CC2=C(N=CN=C2N)S1)F)F